6-{4-[(4-hydroxyphenyl)(methyl)carbamoyl]-1,5-dimethyl-1H-pyrrol-2-yl}-3,4-dihydroisoquinoline-2(1H)-carboxylic acid phenyl ester C1(=CC=CC=C1)OC(=O)N1CC2=CC=C(C=C2CC1)C=1N(C(=C(C1)C(N(C)C1=CC=C(C=C1)O)=O)C)C